4-methoxy-3-((2-(piperidin-1-yl)-5-(trifluoromethyl)phenyl)sulphonylamino)benzoic acid COC1=C(C=C(C(=O)O)C=C1)NS(=O)(=O)C1=C(C=CC(=C1)C(F)(F)F)N1CCCCC1